C(#N)C1=C(OC=2C=C3C(N(C=NC3=CC2)[C@H]2COC3(C2)CCC(CC3)S(=O)(=O)CC3(CCN(CC3)C(=O)OCC3=CC=CC=C3)O)=O)C(=CC=C1NS(N(C)CC)(=O)=O)F benzyl 4-[[(3R)-3-[6-[2-cyano-3-[[ethyl(methyl)sulfamoyl]amino]-6-fluoro-phenoxy]-4-oxo-quinazolin-3-yl]-1-oxaspiro[4.5]decan-8-yl]sulfonylmethyl]-4-hydroxy-piperidine-1-carboxylate